C1OCC12CN(C2)C[C@H]2C[C@H](C2)N2C=C(C1=C2N=CN=C1N)C=1C=C(CNS(=O)(=O)C)C=CC1 N-(3-(7-(cis-3-(2-oxa-6-azaspiro[3.3]heptan-6-ylmethyl)cyclobutyl)-4-amino-7H-pyrrolo[2,3-d]pyrimidin-5-yl)benzyl)methanesulfonamide